(S)-4-ethyl-8-fluoro-4-hydroxy-11-((R)-1-cyclobutylpyrrolidin-3-yl)-1,12-dihydro-14H-pyrano[3',4':6,7]indolizino[2,1-b]quinoline-3,6,14(4H,11H)-trione C(C)[C@]1(C(OCC=2C(N3CC=4N(C5=CC=C(C=C5C(C4C3=CC21)=O)F)[C@H]2CN(CC2)C2CCC2)=O)=O)O